FC(C=CC#N)(F)F 4,4,4-trifluorobut-2-enenitrile